1-dimethylbutyl peroxypivalate C(C(C)(C)C)(=O)OOC(CCC)(C)C